((2-(trimethylsilyl)ethoxy)methyl)-1H-imidazole-2-carboxylate C[Si](CCOCN1C(=NC=C1)C(=O)[O-])(C)C